7-((5-chloro-2-((2-(difluoromethoxy)-4-(4-(4-ethylpiperazin-1-yl)piperidin-1-yl)phenyl)amino)pyrimidin-4-yl)amino)isoindolin-1-one ClC=1C(=NC(=NC1)NC1=C(C=C(C=C1)N1CCC(CC1)N1CCN(CC1)CC)OC(F)F)NC=1C=CC=C2CNC(C12)=O